ClC=1C(N(N=CC1C=1C(=NN(C1)C)C)CC1=NC(=NO1)CCC1=CC=C(C=C1)Cl)=O 4-chloro-2-({3-[2-(4-chlorophenyl)ethyl]-1,2,4-oxadiazol-5-yl}methyl)-5-(1,3-dimethyl-1H-pyrazol-4-yl)-2,3-dihydropyridazin-3-one